COC=1C=C(C=C2C(=NC=NC12)NCC=1N=NC(=CC1)C)C1=NC=C(C#N)C=C1 6-(8-Methoxy-4-(((6-methylpyridazin-3-yl)methyl)amino)quinazolin-6-yl)nicotinonitrile